C(CCC=CCC)O 4-Heptenol